O=C1NC2=C(N1C1CCC(CC1)NC(CC1=CC=C(C=C1)C(F)(F)F)=O)C=CC=C2 N-(4-(2-oxo-2,3-dihydro-1H-benzo[d]imidazol-1-yl)cyclohexyl)-2-(4-(trifluoromethyl)phenyl)acetamide